The molecule is an organosulfate oxoanion that is the conjugate base of N-acetyl-beta-D-galactosaminyl-(1->6)-[6-O-sulfo-beta-D-glucosyl-(1->3)]-N-acetyl-beta-D-galactosamine, arising from deprotonation of the sulfate OH group. It is a conjugate base of a N-acetyl-beta-D-galactosaminyl-(1->6)-[6-O-sulfo-beta-D-glucosyl-(1->3)]-N-acetyl-beta-D-galactosamine. CC(=O)N[C@@H]1[C@H]([C@H]([C@H](O[C@H]1OC[C@@H]2[C@@H]([C@@H]([C@H]([C@@H](O2)O)NC(=O)C)O[C@H]3[C@@H]([C@H]([C@@H]([C@H](O3)COS(=O)(=O)[O-])O)O)O)O)CO)O)O